BrC=1C=C(C(=NC1)OCC(C(=O)OC)(C)C)C methyl 3-((5-bromo-3-methylpyridin-2-yl) oxy)-2,2-dimethylpropionate